O=C1NC(CCC1N1C(C2=CC=CC(=C2C1)NCCOC(C(=O)N)C)=O)=O 2-(2-((2-(2,6-dioxopiperidin-3-yl)-1-oxoisoindolin-4-yl)amino)ethoxy)propionamide